[Na+].OC=1C=C2C=CC(=CC2=CC1)S(=O)(=O)[O-] 6-hydroxy-naphthalene-2-sulfonic acid sodium salt